(4-Hydroxypiperidin-1-yl)-8-phenyloctan-1-one OC1CCN(CC1)C(CCCCCCCC1=CC=CC=C1)=O